ethyl N-{[4-(4-chloro-3,5-difluorophenyl)-5-(oxan-2-yl)-2H-pyrazol-3-yl]carbamothioyl}carbamate ClC1=C(C=C(C=C1F)C1=C(NN=C1C1OCCCC1)NC(=S)NC(OCC)=O)F